[Al].C(C)OC(C)=O ethylacetate aluminum